tert-butyl 3-([[3-(2-methoxyphenyl)-1-[[2-(trimethylsilyl)ethoxy]methyl]pyrrolo[2,3-b]pyridin-6-yl]carbamoyl]amino)azetidine-1-carboxylate COC1=C(C=CC=C1)C1=CN(C2=NC(=CC=C21)NC(=O)NC2CN(C2)C(=O)OC(C)(C)C)COCC[Si](C)(C)C